[4-(phenylthio)phenyl]-1,2-octanedione 2-(O-benzoyl oxime) C(C1=CC=CC=C1)(=O)ON=C(C(=O)C1=CC=C(C=C1)SC1=CC=CC=C1)CCCCCC